CCC(CCCCCCC)O methyl-2-nonanol